[Ir].CC=1C=C(C=C(C1)C)C1=NC2=CC(=CC(=C2C=C1)CC(C)C)CC(C)C 2-(3,5-dimethylphenyl)-5,7-diisobutylquinoline iridium